2-[[7-benzyl-4-[3-[2-[tert-butyl-(diphenyl)silyl]oxyethyl]-4-[(4-methoxyphenyl)methyl]piperazin-1-yl]-6,8-dihydro-5H-pyrido[3,4-d]pyrimidin-2-yl]oxy]-N,N-dimethyl-ethanamine C(C1=CC=CC=C1)N1CC=2N=C(N=C(C2CC1)N1CC(N(CC1)CC1=CC=C(C=C1)OC)CCO[Si](C1=CC=CC=C1)(C1=CC=CC=C1)C(C)(C)C)OCCN(C)C